6-((4-amino-3-(5-hydroxy-1H-indol-2-yl)-1H-pyrazolo[3,4-d]pyrimidin-1-yl)methyl)-3,4-dihydroisoquinoline-2(1H)-carboxylate NC1=C2C(=NC=N1)N(N=C2C=2NC1=CC=C(C=C1C2)O)CC=2C=C1CCN(CC1=CC2)C(=O)[O-]